[W]=O.[Ge].[Co] cobalt germanium tungsten oxide